C[C@H]1C/C=C/[C@H]([C@H]([C@H](C/C=C/C2=C(C(=CC(=C2)OC)O)C(=O)O1)O)O)O The molecule is a macrolide that is a C-7 epimer of zeaenol. Isolated from Fungi, it exhibits inhibitory activity against NF-kappaB. It has a role as a metabolite and a NF-kappaB inhibitor. It is an aromatic ether, a macrolide, a member of phenols and a secondary alcohol.